chloro-5-(5,5-difluoro-4-hydroxy-3-(methylsulfonyl)-5,6-dihydro-cyclopenta[b]pyrrol-1(4H)-yl)benzonitrile ClC1=C(C#N)C=C(C=C1)N1C2=C(C(=C1)S(=O)(=O)C)C(C(C2)(F)F)O